(3S)-7-(6-amino-3-chloro-2-fluorophenyl)-3-(5-(5-methyl-1-((2-(trimethylsilyl)ethoxy)methyl)-1H-pyrrolo[2,3-c]pyridin-3-yl)-1H-imidazol-2-yl)-2,3,8,8a-tetrahydroindolizin NC1=CC=C(C(=C1C1=CCN2[C@@H](CCC2C1)C=1NC(=CN1)C1=CN(C2=CN=C(C=C21)C)COCC[Si](C)(C)C)F)Cl